6'-((1r,2s)-1,2-difluorocyclopropyl)-2',3'-dihydro-1'H-spiro[cyclopropane-1,4'-isoquinolin]-1'-one F[C@@]1([C@H](C1)F)C=1C=C2C3(CNC(C2=CC1)=O)CC3